2,5-Dichloro-3-fluoropyridine-4-carboxylic acid ClC1=NC=C(C(=C1F)C(=O)O)Cl